FC(OC1=CC2=C(N=C(O2)C=2C(=C(C=CC2)C2=C(C(=CC=C2)B2OC(C(O2)(C)C)(C)C)C)C)C=C1CN1[C@@H](CCC1)C(=O)OC)F methyl ((6-(difluoromethoxy)-2-(2,2'-dimethyl-3'-(4,4,5,5-tetramethyl-1,3,2-dioxaborolan-2-yl)-[1,1'-biphenyl]-3-yl)benzo[d]oxazol-5-yl)methyl)-L-prolinate